1-(2-(isoxazol-3-ylamino)-2-oxoethyl)-1-(2-((2-(methoxycarbonyl)-4-methylthiophen-3-yl)amino)-2-oxoethyl)azepan-1-ium O1N=C(C=C1)NC(C[N+]1(CCCCCC1)CC(=O)NC1=C(SC=C1C)C(=O)OC)=O